NC=1C(=C(C=CC1)C=1N=C(SC1C1=NC(=NC=C1)NC1[C@H]2CS(C[C@@H]12)(=O)=O)C1(CCOCC1)C)F (1R,5S,6r)-6-((4-(4-(3-Amino-2-fluorophenyl)-2-(4-methyltetrahydro-2H-pyran-4-yl)-thiazol-5-yl)pyrimidin-2-yl)amino)-3-thiabicyclo[3.1.0]hexane 3,3-dioxide